3-((4-(3-((2-((1S)-1-((tetrahydro-2H-pyran-2-yl)oxy)ethyl)-1H-imidazol-1-yl)methyl)isoxazol-5-yl)phenyl)butane-1,3-diyn-1-yl)pyrrolidine-1-carboxylic acid tert-butyl ester C(C)(C)(C)OC(=O)N1CC(CC1)C#CC#CC1=CC=C(C=C1)C1=CC(=NO1)CN1C(=NC=C1)[C@H](C)OC1OCCCC1